(1-((2-(trimethylsilyl)ethoxy)methyl)-1H-benzo[d][1,2,3]triazol-5-yl)methanol C[Si](CCOCN1N=NC2=C1C=CC(=C2)CO)(C)C